5-Amino-1-isopropyl-3-(4-(2-oxo-2-((3-phenylisoxazol-5-yl)amino)ethyl)phenyl)-1H-pyrazole-4-carboxamide NC1=C(C(=NN1C(C)C)C1=CC=C(C=C1)CC(NC1=CC(=NO1)C1=CC=CC=C1)=O)C(=O)N